methyl 2,2-dimethyl-4-(2-((3-(1-methyl-1H-indazol-4-yl)ureido)methyl)-5-(trifluoromethyl)phenyl)butanoate CC(C(=O)OC)(CCC1=C(C=CC(=C1)C(F)(F)F)CNC(=O)NC1=C2C=NN(C2=CC=C1)C)C